ethylene glycol monovalerate C(CCCC)(=O)OCCO